CC1CC(C(N(C1)C(=O)OC(C)(C)C)=O)C(=O)C1=CC2=C(N(N=C2)C2OCCCC2)S1 tert-butyl 5-methyl-2-oxo-3-(1-(tetrahydro-2H-pyran-2-yl)-1H-thieno[2,3-c]pyrazole-5-carbonyl)piperidine-1-carboxylate